CC(C[C@@H](C(=O)NS(=O)(=O)C)NC(OC(C)(C)C)=O)C tert-butyl (S)-4-methyl-1-(methylsulfonylamino)-1-oxopent-2-ylcarbamate